C(C)(C)(C)OC(CCNCC=1C=C2CCCN(C2=CC1)C1=NOC(=N1)C1=C(C=C(C=C1F)OC(C)C)F)=O 3-(((1-(5-(2,6-difluoro-4-isopropoxyphenyl)-1,2,4-oxadiazol-3-yl)-1,2,3,4-tetrahydroquinolin-6-yl)methyl)amino)propionic acid tert-butyl ester